FC(C=1C=C2C(=NC=NC2=C(C1)C(F)(F)F)N([C@@H](C)C1=NC=NN1C1=CC=C(C=N1)C(N)=S)C)(F)F 6-[5-[(1S)-1-[[6,8-bis(trifluoromethyl)quinazolin-4-yl]-methyl-amino]ethyl]-1,2,4-triazol-1-yl]pyridine-3-carbothioamide